FC(COCC(F)(F)F)(C(F)F)F (2,2,2-trifluoroethyl) (2,2,3,3-Tetrafluoro-n-propyl) ether